C(C#CC)(=O)N1[C@@H](C[C@H](CC1)N1N=NC=2C(=NC=3C(=C(C(=CC3C21)C)C2=CC=C(C=C2)F)F)O[C@H](CN(C)C)C)CC#N 2-((2S,4S)-1-(but-2-ynoyl)-4-(4-(((S)-1-(dimethylamino)propan-2-yl)oxy)-6-fluoro-7-(4-fluorophenyl)-8-methyl-1H-[1,2,3]triazolo[4,5-c]quinolin-1-yl)piperidin-2-yl)acetonitrile